C(C)(=O)O.C(C)(=O)O.NCCC 3-aminopropane diacetate